tert-Butyl 4-(azetidin-3-yl)piperazine-1-carboxylate N1CC(C1)N1CCN(CC1)C(=O)OC(C)(C)C